C(CCCCC)C(COCC(CNC)O)CCCCCCCC (2-hexyldecyloxy)-3-(methylamino)propan-2-ol